C[C@H]1[C@@H](C[C@H]([C@@H](O1)OCCCCCCCCCCCCCCCCCCC[C@H](CC(=O)O)O)O)O The molecule is an omega-hydroxy fatty acid ascaroside that derived from reaction of the omega-hydroxy group of (3R)-3,22-dihydroxybehenic acid [(3R)-3,22-dihydroxydocosanoic acid] with alpha-ascarylopyranose. It is a metabolite of the nematode Caenorhabditis elegans. It has a role as a Caenorhabditis elegans metabolite. It is an omega-hydroxy fatty acid ascaroside, a 3-hydroxy carboxylic acid and a monocarboxylic acid. It derives from a (3R)-3,22-dihydroxybehenic acid.